gamma-aminopropyl-trimethoxysilane sulfur imidazole salt N1C=NC=C1.[S].NCCC[Si](OC)(OC)OC